BrC=1SC=C(N1)/C=C/C(=O)OCC Ethyl (E)-3-(2-bromothiazol-4-yl)acrylate